OCCNS(=O)(=O)C1=CC(=C(C(=O)NC2=NC(=CC=C2)OCCC(F)(F)F)C=C1)N1CCC2(CC2)CC1 4-(N-(2-Hydroxyethyl)sulfamoyl)-2-(6-azaspiro[2.5]octan-6-yl)-N-(6-(3,3,3-trifluoropropoxy)pyridin-2-yl)benzamide